((1R,3R)-3-aminocyclobutyl)(4-(2-methyl-4-(trifluoromethyl)-1H-pyrrolo[2,3-c]pyridin-7-yl)piperazin-1-yl)methanone NC1CC(C1)C(=O)N1CCN(CC1)C=1N=CC(=C2C1NC(=C2)C)C(F)(F)F